(R)-3-amino-5-bromo-N-(4-(chlorodifluoromethoxy)phenyl)-4-((1-hydroxypropan-2-yl)amino)benzamide NC=1C=C(C(=O)NC2=CC=C(C=C2)OC(F)(F)Cl)C=C(C1N[C@@H](CO)C)Br